C[C@H](CCCCCCCCCCCCC(=O)O)O The molecule is an (omega-1)-hydroxy fatty acid that is pentadecanoic acid in which the 14-pro-R hydrogen is replaced by a hydroxy group. It is an (omega-1)-hydroxy fatty acid and a long-chain fatty acid. It derives from a pentadecanoic acid.